N-(2-{[(1R,3R)-3-[4-amino-3-(5-cyclopropyl-1,2-oxazol-3-yl)-1H-pyrazolo[3,4-d]pyrimidin-1-yl]cyclopentyl]oxy}ethyl)propanamide NC1=C2C(=NC=N1)N(N=C2C2=NOC(=C2)C2CC2)[C@H]2C[C@@H](CC2)OCCNC(CC)=O